OC1=C(C=CC=C1)C1=CC(=CN=N1)N1CCC(CC1)(C1=CC=CC=C1)CN(C(=O)C1CCN(C2(CCC2)C1)C(=O)OC(C)(C)C)C tert-butyl 8-(((1-(6-(2-hydroxyphenyl)pyridazin-4-yl)-4-phenylpiperidin-4-yl)methyl)(methyl)carbamoyl)-5-azaspiro[3.5]nonane-5-carboxylate